ethyl (2E)-3-(1-{5-[(4-methoxyphenyl)methoxy]pentyl}-4-methyl-1H-benzotriazol-5-yl)prop-2-enoate COC1=CC=C(C=C1)COCCCCCN1N=NC2=C1C=CC(=C2C)/C=C/C(=O)OCC